O=C1NC(CCC1N1C(C2=CC=C(C=C2C1=O)N1CC2(C1)CC(C2)OCCOCCOC2CC(C2)OC2=NC=C(C=C2)C=2C=CC=1C3=C(N(C1C2)C)C=CN=C3)=O)=O 2-(2,6-dioxopiperidin-3-yl)-5-(6-(2-(2-((1r,3r)-3-((5-(5-methyl-5H-pyrido[4,3-b]indol-7-yl)pyridin-2-yl)oxy)cyclobutoxy)ethoxy)ethoxy)-2-azaspiro[3.3]heptan-2-yl)isoindoline-1,3-dione